1,3,3-tris(2,2,3,3-tetrafluoropropoxy)-2,4,4,5,5-pentafluorocyclopentene FC(COC1=C(C(C(C1(F)F)(F)F)(OCC(C(F)F)(F)F)OCC(C(F)F)(F)F)F)(C(F)F)F